4,6-dichloro-5-(1,3-dioxolan-2-yl)-2-(2-methoxyethoxy)pyrimidine ClC1=NC(=NC(=C1C1OCCO1)Cl)OCCOC